N-({4-amino-1H,3H-furo[3,4-c]quinolin-7-yl}methyl)-2-cyclopropyl-N-[3-(difluoromethyl)-1-methyl-1H-pyrazol-4-yl]pyrimidine-5-carboxamide NC1=NC=2C=C(C=CC2C2=C1COC2)CN(C(=O)C=2C=NC(=NC2)C2CC2)C=2C(=NN(C2)C)C(F)F